ClC=1C=C(C=2CCC(C2C1)O)S(=O)(=O)NC1=C(C(=C(C=C1)F)C=1C=C2C=NC(=NC2=CC1)NC1CCN(CC1)C1=CC=NC=C1)F 6-chloro-N-(2,4-difluoro-3-(2-((1-(pyridin-4-yl)piperidin-4-yl)amino)quinazolin-6-yl)phenyl)-1-hydroxy-2,3-dihydro-1H-indene-4-sulfonamide